rac-(1r,2r,3s,4r,5s)-5-hydroxy-3-(2-methoxypyridin-4-yl)-N-(3-(trifluoromethyl)phenyl)-7-oxabicyclo[2.2.1]heptane-2-carboxamide O[C@@H]1[C@H]2[C@@H]([C@H]([C@@H](C1)O2)C(=O)NC2=CC(=CC=C2)C(F)(F)F)C2=CC(=NC=C2)OC |r|